COC(=O)C1=NN2C(C(CCC2)(F)F)=C1 4,4-difluoro-6,7-dihydro-5H-pyrazolo[1,5-a]pyridine-2-carboxylic acid methyl ester